C(CCCCCCCCC)C1=CC=C(C(=O)NCCCNC(OC(C)(C)C)=O)C=C1 tert-butyl (3-(4-decylbenzamido)propyl)carbamate